2-chloro-1'-((2-(trimethylsilyl)ethoxy)methyl)-5,7-dihydrospiro[cyclopenta[b]pyridine-6,3'-pyrrolo[2,3-b]pyridin] ClC1=CC=C2C(=N1)CC1(CN(C3=NC=CC=C31)COCC[Si](C)(C)C)C2